4-(7-(6-chloro-5-methyl-1H-indazol-4-yl)-8-fluoro-2-(((2R,7aS)-2-fluorotetrahydro-1H-pyrrolizin-7a(5H)-yl)methoxy)pyrido[4,3-d]pyrimidin-4-yl)-1,4-oxazepane ClC1=C(C(=C2C=NNC2=C1)C1=C(C=2N=C(N=C(C2C=N1)N1CCOCCC1)OC[C@]12CCCN2C[C@@H](C1)F)F)C